C(CCCCCCCCCCCCCCC)(=O)[O-].[Zn+2].C(CCCCCCCCCCCCCCC)(=O)[O-] zinc palmitate salt